L-ascorbic acid linoleate C(CCCCCCC\C=C/C\C=C/CCCCC)(=O)O.O=C1C(O)=C(O)[C@H](O1)[C@@H](O)CO